FC(C=1C(=C(C=CC1)[C@@H](C)NC1=NC(=NC2=C3C(=C(C=C12)C1=CCN(CC1)C(CC)=O)OCC3)C)F)F (R)-1-(4-(4-((1-(3-(difluoromethyl)-2-fluorophenyl)ethyl)amino)-2-methyl-8,9-dihydrofuro[2,3-H]quinazolin-6-yl)-5,6-dihydropyridin-1(2H)-yl)propan-1-one